3-fluoro-N'-hydroxybenzamidine FC=1C=C(C(=NO)N)C=CC1